FC=1C(=NC=CC1)C1=NC2=CC(=CC=C2C=C1)C1=NN2C(NC(CC23CCC3)=O)=C1C#N 2'-(2-(3-fluoropyridin-2-yl)quinolin-7-yl)-5'-oxo-5',6'-dihydro-4'H-spiro[cyclobutane-1,7'-pyrazolo[1,5-a]pyrimidine]-3'-carbonitrile